FC1=CC(=CC2=C1OCCO2)OC2CCN(CC2)C=2C(=CC=1N(N2)C(C=CN1)=O)C 7-(4-((8-fluoro-2,3-dihydrobenzo[b][1,4]dioxin-6-yl)oxy)piperidin-1-yl)-8-methyl-4H-pyrimido[1,2-b]pyridazin-4-one